S1(CCC(CC1)=O)=O thiacyclohexan-4-one S-oxide